O(C1=CC=CC=C1)C=1C=C(C=CC1)NC1=NC=CC(=C1)C=1C=C2C(=NNC2=CC1)N 5-(2-((3-phenoxyphenyl)amino)pyridine-4-yl)-1H-indazol-3-amine